tert-butyl 4-(((S)-2,2-difluoro-1-(4-((7-((S)-1-methoxyethyl)-2-methylthiazolo[5,4-b]pyridin-6-yl)amino)phenyl)ethyl)(methyl)carbamoyl)piperidine-1-carboxylate FC([C@H](C1=CC=C(C=C1)NC=1C(=C2C(=NC1)SC(=N2)C)[C@H](C)OC)N(C(=O)C2CCN(CC2)C(=O)OC(C)(C)C)C)F